C(C)O[Si](OCC)(OCC)C=C(C(=O)OC1(CC1)COC1=CC=C(C=C1)Br)C 1-[(4-bromophenoxy)methyl]cyclopropan-1-ol 1-(triethoxysilyl)methacrylate